N-(oxetan-4-yl)pyridazine-3-carboxamide O1CCC1NC(=O)C=1N=NC=CC1